2-(1-phenyl-vinyl)-4-bromoaniline C1(=CC=CC=C1)C(=C)C1=C(N)C=CC(=C1)Br